CN(C(=O)C1C[C@H](C([C@@H](C1)OCCC(=O)O)OCCC(=O)O)OCCC(=O)O)CCCCCCOC(C(F)(F)F)=O 3,3',3''-(((1R,2S,3R,5S)-5-(methyl(6-(2,2,2-trifluoroacetoxy)hexyl)carbamoyl)cyclohexane-1,2,3-triyl)tris(oxy))tripropionic acid